C1(=CC=CC=C1)P(C1=C(COC2=CC=C(C=C2)C2=CC=C(C=C2)OCC2=C(C=CC=C2)P(C2=CC=CC=C2)C2=CC=CC=C2)C=CC=C1)C1=CC=CC=C1 4,4'-bis[(2-(diphenylphosphino)benzyl)oxy]-1,1'-biphenyl